2-(4-{methyl[(3R)-1-methylpiperidin-3-yl]amino}pyrido[3,4-d]pyridazin-1-yl)-5-(trifluoromethyl)phenol CN(C=1N=NC(=C2C1C=NC=C2)C2=C(C=C(C=C2)C(F)(F)F)O)[C@H]2CN(CCC2)C